CN1CC=2C=C(C=NC2CC1)NC=1N=CC2=C(N1)CN(CC2)C2=C(C=NS2)C N-(6-methyl-5,6,7,8-tetrahydro-1,6-naphthyridin-3-yl)-7-(4-methylisothiazol-5-yl)-5,6,7,8-tetrahydropyrido[3,4-d]pyrimidin-2-amine